bis(2-phenylpropyl) phosphonate P(OCC(C)C1=CC=CC=C1)(OCC(C)C1=CC=CC=C1)=O